4-isopropyl-N-((1s,4s)-4-(((2-methoxypyrimidin-5-yl)methyl)amino)cyclohexyl)-5-(8-methyl-[1,2,4]triazolo[1,5-a]pyridin-6-yl)-1H-pyrazole-3-carboxamide C(C)(C)C=1C(=NNC1C=1C=C(C=2N(C1)N=CN2)C)C(=O)NC2CCC(CC2)NCC=2C=NC(=NC2)OC